tert-Butyl-6-(3-((2-(4-methoxyphenyl)quinolin-4-yl)amino)propyl)-2,6-diazaspiro[3.4]octane-2-carboxylate C(C)(C)(C)OC(=O)N1CC2(C1)CN(CC2)CCCNC2=CC(=NC1=CC=CC=C21)C2=CC=C(C=C2)OC